NC1=CC=C(N=N1)C1CCN(CC1)C(=O)C1=CC(=C(C=C1)C=1C=NC(=CC1)O[C@@H](C)C1CC1)OC [4-(6-Amino-pyridazin-3-yl)-piperidin-1-yl]-{4-[6-((S)-1-cyclopropyl-ethoxy)-pyridin-3-yl]-3-methoxy-phenyl}-methanone